1-(2,4-dichlorophenyl)-5-methyl-1H-pyrazole-3-carboxylic acid ClC1=C(C=CC(=C1)Cl)N1N=C(C=C1C)C(=O)O